8-(4-bromophenyl)-3-[(4-methoxyphenyl)methyl]-2-{[(4-methoxyphenyl)methyl]sulfanyl}-7-(pyridin-2-yl)pyrazolo[1,5-a][1,3,5]triazin-4-one BrC1=CC=C(C=C1)C=1C(=NN2C1N=C(N(C2=O)CC2=CC=C(C=C2)OC)SCC2=CC=C(C=C2)OC)C2=NC=CC=C2